Cl[Fe-2](Cl)(Cl)Cl tetrachloroiron (II)